(S)-2'-Chloro-N-(6-(cyclopropanecarboxamido)-4,5,6,7-tetrahydrobenzo[d]thiazol-2-yl)-5'-methoxy-6-methyl-[4,4'-bipyridine]-3-carboxamide ClC1=NC=C(C(=C1)C1=C(C=NC(=C1)C)C(=O)NC=1SC2=C(N1)CC[C@@H](C2)NC(=O)C2CC2)OC